2-(((Triisopropylsilyl)oxy)methyl)thiazole C(C)(C)[Si](OCC=1SC=CN1)(C(C)C)C(C)C